2-(3-(6-(tert-butylamino)pyridin-3-yl)-6-oxopyridazin-1(6H)-yl)-N-ethylacetamide C(C)(C)(C)NC1=CC=C(C=N1)C1=NN(C(C=C1)=O)CC(=O)NCC